COCCN(CC[C@@H](C(=O)O)NC=1C2=C(N=CN1)C=NC=C2)CCCCC2=NC=1NCCCC1C=C2 (S)-4-((2-methoxyethyl)(4-(5,6,7,8-tetrahydro-1,8-naphthyridin-2-yl)butyl)amino)-2-(pyrido[3,4-d]pyrimidin-4-ylamino)butanoic acid